3-methyl-2-{[(3R,6R)-6-methyl-1-{[2-(1,3-oxazol-2-yl)phenyl]carbonyl}piperidin-3-yl]oxy}pyridine-4-carbonitrile CC=1C(=NC=CC1C#N)O[C@H]1CN([C@@H](CC1)C)C(=O)C1=C(C=CC=C1)C=1OC=CN1